tert-butyl (6-(benzylthio)-8-chloroisoquinolin-3-yl)carbamate C(C1=CC=CC=C1)SC=1C=C2C=C(N=CC2=C(C1)Cl)NC(OC(C)(C)C)=O